ClC1=CC=C(C=C1)C1=CC(=NC(=N1)C=1C=NC=CC1)NCC1=CC=NC=C1 6-(4-chlorophenyl)-2-(pyridin-3-yl)-N-(pyridin-4-ylmethyl)pyrimidin-4-amine